ClCC(=O)N(C1=CC(=C(C(=C1)OC)F)OC)C1=CC2=C(OCCO2)C=C1 2-chloro-N-(2,3-dihydrobenzo[b][1,4]dioxin-6-yl)-N-(4-fluoro-3,5-dimethoxyphenyl)acetamide